(E)-6,6'-(but-2-en-1,4-diylbis(azanediyl))bis(5-nitronicotinamide) C(\C=C\CNC1=NC=C(C(=O)N)C=C1[N+](=O)[O-])NC1=NC=C(C(=O)N)C=C1[N+](=O)[O-]